C1(=CC=C(C=C1)NC1=CC=2C(C3=CC=CC=C3C2C=C1C1=CC=CC=C1)(C1=CC=CC=C1)C1=CC=CC=C1)C1=CC=CC=C1 N-([1,1'-biphenyl]-4-yl)-9,9-diphenyl-3-phenyl-9H-fluoren-2-amine